NC1=C(C=CC(=C1)NCC1=C(C=CC=C1)F)NC(CCCCCC)=O N-(2-Amino-4-((2-fluorobenzyl)amino)phenyl)heptanamid